Acrylat C(C=C)(=O)[O-]